C(C)(=O)N(C1CCN(CC1)C1CC2(C1)CN(CC2)C(=O)OCC)CC2(CCC2)C ethyl 2-(4-{acetyl [(1-methylcyclobutyl) methyl] amino} piperidin-1-yl)-6-azaspiro[3.4]octane-6-carboxylate